BrC1=CC=C(C=C1)S(=O)(=O)N1CC(C(CC1)NC1=NC=C(C=C1)C(F)(F)F)O ((4-bromophenyl)sulfonyl)-4-((5-(trifluoromethyl)pyridin-2-yl)amino)piperidin-3-ol